C(C)(C)(C)OC(=O)N1CCC(CC1)(C(N(C)OC)=O)O.C(C)(C)C=1C=NN2C1C=C(C=C2)C2=NC(=NC=C2)NC2=CC=C(C=N2)N2C(CNCC2)=O 1-[6-[[4-(3-isopropylpyrazolo[1,5-a]pyridin-5-yl)pyrimidin-2-yl]amino]-3-pyridyl]piperazin-2-one tert-butyl-4-hydroxy-4-[methoxy(methyl)carbamoyl]piperidine-1-carboxylate